6-(benzyloxy)-4-phenylquinolin C(C1=CC=CC=C1)OC=1C=C2C(=CC=NC2=CC1)C1=CC=CC=C1